C(#N)CCCS(=O)(=O)NC1=CC(=C(C=C1)C1=C2C(=NC(=C1)NC(=O)C1CC1)NC=C2)C N-(4-(4-((3-cyanopropyl)sulfonamido)-2-methylphenyl)-1H-pyrrolo[2,3-b]pyridin-6-yl)cyclopropylcarboxamide